6-((1r,4r)-4-(2-cyclopropyl-6-(trifluoromethyl)pyridin-3-yl)cyclohexyl)-2-thia-6-azaspiro[3.4]octane 2,2-dioxide C1(CC1)C1=NC(=CC=C1C1CCC(CC1)N1CC2(CS(C2)(=O)=O)CC1)C(F)(F)F